2-[4-[(3S)-3-(5-cyano-3-pyridinyl)isoxazolidine-2-carbonyl]-1-piperidinyl]pyrimidine-4-carboxamide C(#N)C=1C=C(C=NC1)[C@H]1N(OCC1)C(=O)C1CCN(CC1)C1=NC=CC(=N1)C(=O)N